[Cl-].ClCC(C[N+](C)(C)C)O 3-chloro-2-hydroxypropyltrimethyl-ammonium chloride